OCC(O)CO.[Ca] calcium glycerol